C(C)(C)(C)OC(=O)N1CCC=2C=C(C(=NC2C1)OCC1=C(C=C(C=C1)C#N)F)I 2-[(4-cyano-2-fluorophenyl)methoxy]-3-iodo-6,8-dihydro-5H-1,7-naphthyridine-7-carboxylic acid tert-butyl ester